3-(2-aminobenzo[d]thiazol-7-yl)-N-(5-chloro-6-(2H-1,2,3-triazol-2-yl)pyridin-3-yl)-1-methyl-4-(trifluoromethyl)-1H-pyrazole-5-carboxamide NC=1SC2=C(N1)C=CC=C2C2=NN(C(=C2C(F)(F)F)C(=O)NC=2C=NC(=C(C2)Cl)N2N=CC=N2)C